CC1=C(C(NO1)=O)C dimethylisoxazol-3-one